O[C@H]1[C@@H](O[C@@H]([C@H]1O)CO)C=1C=NCN(C1)CCO 5-((2S,3R,4S,5R)-3,4-dihydroxy-5-(hydroxymethyl)tetrahydrofuran-2-yl)-1-(2-hydroxyethyl)pyrimidine